8-(2,4-dichlorophenyl)-9-(4-(1-(1-(3-fluoropropyl)azetidin-3-yl)cyclopropyl)phenyl)-6,7-dihydro-5H-benzo[7]annulene-3-carboxylic acid hydrochloride Cl.ClC1=C(C=CC(=C1)Cl)C=1CCCC2=C(C1C1=CC=C(C=C1)C1(CC1)C1CN(C1)CCCF)C=CC(=C2)C(=O)O